2-Bromo-2-(bromomethyl)pentandinitril BrC(C#N)(CCC#N)CBr